NC1=CNOC1 (S)-4-Amino-3-isoxazoline